3-[tert-butyl(dimethyl)silyl]oxy-2,2-difluoro-propanal [Si](C)(C)(C(C)(C)C)OCC(C=O)(F)F